7-(8-chloronaphthalen-1-yl)-N-(cyclopropylmethyl)-8-fluoro-2-(((2R,7aS)-2-fluorohexahydro-1H-pyrrolizin-7a-yl)methoxy)-N-((R)-pyrrolidin-3-yl)pyrido[4,3-d]pyrimidin-4-amine ClC=1C=CC=C2C=CC=C(C12)C1=C(C=2N=C(N=C(C2C=N1)N([C@H]1CNCC1)CC1CC1)OC[C@]12CCCN2C[C@@H](C1)F)F